CC(C)C[C@@H](CC(=O)O)CN The molecule is a gamma-amino acid that is gamma-aminobutyric acid (GABA) carrying an isobutyl substitutent at the beta-position (the S-enantiomer). Binds with high affinity to the alpha2-delta site (an auxiliary subunit of voltage-gated calcium channels) in central nervous system tissues. It has a role as an anticonvulsant and a calcium channel blocker. It derives from a gamma-aminobutyric acid.